thio-uracil N1C(=S)NC(=O)C=C1